2,4-DIHYDROXYPTERIDINE OC1=NC2=NC=CN=C2C(=N1)O